3-(cyclopropylmethyl)-5-vinylbenzoic acid methyl ester COC(C1=CC(=CC(=C1)C=C)CC1CC1)=O